N-(3-methoxybenzyl)-4-methyl-N-(4-morpholinobenzyl)thiazol-2-amine COC=1C=C(CN(C=2SC=C(N2)C)CC2=CC=C(C=C2)N2CCOCC2)C=CC1